S(=O)(=O)(O)OC=1C(=CC=C(C1)C=C)OC 4-vinylguaiacol sulfate